C(CCCCCCCCCCCCCCCCC)N(C(SSC(N(C(C)C)CCCCCCCCCCCCCCCCCC)=S)=S)C(C)C dioctadecyl-N,N'-diisopropylthiuram disulfide